3-(4-chloro-1H-pyrazol-1-yl)-3-(((6-chloro-2-(trifluoromethyl)quinolin-4-yl)amino)methyl)-N-methylazetidine-1-carboxamide ClC=1C=NN(C1)C1(CN(C1)C(=O)NC)CNC1=CC(=NC2=CC=C(C=C12)Cl)C(F)(F)F